1-(4-(Difluoromethylidene)piperidine-1-carbonyl)cyclopropane-1-carboxylic acid methyl ester COC(=O)C1(CC1)C(=O)N1CCC(CC1)=C(F)F